methyl 2-[1-[2-(1,3-dihydroisoindol-2-yl)-6-methyl-3-(3-methylsulfonyloxycyclobutyl)-4-oxoquinazolin-8-yl]ethylamino]benzoate C1N(CC2=CC=CC=C12)C1=NC2=C(C=C(C=C2C(N1C1CC(C1)OS(=O)(=O)C)=O)C)C(C)NC1=C(C(=O)OC)C=CC=C1